C(C)(C)OC=1C=CC(=NC1)C1=NSC(=N1)NC1=C(C(=O)N(C)C)C=CC=N1 2-(3-(5-isopropoxypyridin-2-yl)-1,2,4-thiadiazol-5-ylamino)-N,N-dimethylnicotinamide